N1N=CC(=C1)C1=CC=C(CN2C3=NC(=NC=C3NC2=O)C2=C(C=CC=C2)C(C)C)C=C1 9-(4-(1H-pyrazol-4-yl)benzyl)-2-(2-isopropylphenyl)-7,9-dihydro-8H-purin-8-one